1'-[4-chloro-3-(trifluoromethyl)pyridin-2-yl]-2-(2-ethoxypyridin-3-yl)spiro[6,7-dihydro-1,7-naphthyridine-5,4'-piperidine]-8-one ClC1=C(C(=NC=C1)N1CCC2(CC1)C=1C=CC(=NC1C(NC2)=O)C=2C(=NC=CC2)OCC)C(F)(F)F